FC1=C(OC2=C(C=C(C=C2)NS(=O)(=O)CC)C2=CC(=[N+](C(=C2)C(F)(F)F)[O-])C)C=CC(=C1)F 4-(2-(2,4-difluorophenoxy)-5-(ethylsulfonamido)phenyl)-2-methyl-6-(trifluoromethyl)pyridine 1-oxide